6-bromo-1-[tert-butoxycarbonyl-(tetrahydropyran-4-yl)amino]-4-oxo-1,8-naphthyridine-3-carboxylic acid ethyl ester C(C)OC(=O)C1=CN(C2=NC=C(C=C2C1=O)Br)N(C1CCOCC1)C(=O)OC(C)(C)C